2-({[3-(1H-1,3-Benzodiazol-2-yl)propyl]amino}methyl)-N-[(3,5-difluoropyridin-2-yl)methyl]-1,3-thiazole-4-carboxamide dihydrochloride Cl.Cl.N1C(=NC2=C1C=CC=C2)CCCNCC=2SC=C(N2)C(=O)NCC2=NC=C(C=C2F)F